CN(C(=O)C1=CC=C(NC2=NC=C(C(=N2)N[C@H](CO)C2=CC=CC=C2)C(=O)OCC)C=C1)C ethyl 2-[4-(dimethylcarbamoyl)anilino]-4-[[(1S)-2-hydroxy-1-phenyl-ethyl]amino]pyrimidine-5-carboxylate